FC1=NC=CC(=C1)C1=C(N(C2=NC=C(C=C21)C2=CC=C(CN1CC(CCC1)O)C=C2)S(=O)(=O)C2=CC=C(C)C=C2)C2=COC=C2 1-(4-(3-(2-fluoropyridin-4-yl)-2-(furan-3-yl)-1-tosyl-1H-pyrrolo[2,3-b]pyridin-5-yl)benzyl)piperidin-3-ol